C(C1=CC=CC=C1)O[C@@](CCC=C)(C(F)(F)F)C1=NN=C(O1)C1=C(C=C(C(=N1)NC(CC=C)C1=CC=C(C=C1)F)C(F)(F)F)[N+](=O)[O-] 6-[5-[(1R)-1-benzyloxy-1-(trifluoromethyl)pent-4-enyl]-1,3,4-oxadiazol-2-yl]-N-[1-(4-fluorophenyl)but-3-enyl]-5-nitro-3-(trifluoromethyl)pyridin-2-amine